4-((4-(7-(3-(2,3-dihydrobenzo[b][1,4]dioxin-6-yl)-2-methylphenyl)imidazo[1,2-a]pyridin-3-yl)benzyl)amino)-3-hydroxybutanoic acid O1C2=C(OCC1)C=C(C=C2)C=2C(=C(C=CC2)C2=CC=1N(C=C2)C(=CN1)C1=CC=C(CNCC(CC(=O)O)O)C=C1)C